CC(CN1N=NC2=C1C=CC=C2)=C 1-(2-methyl-allyl)-1H-benzotriazole